4-Dibutylamino-4'-(trifluoroacetyl)stilbene C(CCC)N(C1=CC=C(C=C1)C=CC1=CC=C(C=C1)C(C(F)(F)F)=O)CCCC